2-methoxy-1-(oxan-4-yl)ethan-1-amine COCC(N)C1CCOCC1